methane-sulfonic acid palladium [Pd].CS(=O)(=O)O